BrC=1C(=C(C=CC1)NC(=O)C=1C(N(C(N(N1)C)=O)C)=O)C N-(3-bromo-2-methylphenyl)-2,4-dimethyl-3,5-dioxo-2,3,4,5-tetrahydro-1,2,4-triazine-6-carboxamide